O=C1NC(C2(CC2)C1)C(=O)O 6-oxo-5-azaspiro[2.4]heptane-4-carboxylic acid